C(CC(=O)O)(=O)O.C(C1=CC=CC=C1)(=O)NNC(C1=CC=CC=C1)=O dibenzoylhydrazine malonate